(1-(2-chloro-5-((1-methylcyclopropyl)ethynyl)pyridin-4-yl)-4-methylpiperidin-4-yl)-N,N-dimethylmethylamine ClC1=NC=C(C(=C1)N1CCC(CC1)(C)CN(C)C)C#CC1(CC1)C